FC=1C=2N(C=C(C1)B1OC(C(O1)(C)C)(C)C)C=C(N2)C 8-Fluoro-2-methyl-6-(4,4,5,5-tetramethyl-1,3,2-dioxaborolan-2-yl)imidazo[1,2-a]pyridine